5-oxo-4-[[4-(pyrimidin-2-yl)phenyl]formamido]pentanol O=CC(CCCO)NC(=O)C1=CC=C(C=C1)C1=NC=CC=N1